4-N-(1,3-benzothiazol-5-yl)-6-N-[5-(1-methylpiperidin-4-yl)pyridin-2-yl]quinoline-4,6-diamine S1C=NC2=C1C=CC(=C2)NC2=CC=NC1=CC=C(C=C21)NC2=NC=C(C=C2)C2CCN(CC2)C